[3-(1-methyl-1H-pyrazol-4-yl)propyl]amine CN1N=CC(=C1)CCCN